C(=O)C1CCC(CC1)N1N=C2C=C(C(=CC2=C1)NC(=O)C1=NC(=CC=C1)C(F)(F)F)OC(C)C 2-N-[2-(4-formylcyclohexyl)-6-isopropoxy-indazol-5-yl]-6-(trifluoromethyl)pyridine-2-carboxamide